1-(2'-hydroxyethyl)-2,2,6,6-tetramethyl-4-hydroxypiperidinyl succinate C(CCC(=O)[O-])(=O)OC1C(N(C(CC1O)(C)C)CCO)(C)C